tert-butyl N-[[4-[5-(3-acetamidophenyl)-2-(2-amino-3-pyridyl)imidazo[4,5-b]pyridin-3-yl]phenyl]methyl]carbamate C(C)(=O)NC=1C=C(C=CC1)C1=CC=C2C(=N1)N(C(=N2)C=2C(=NC=CC2)N)C2=CC=C(C=C2)CNC(OC(C)(C)C)=O